[K+].C(CC(=O)C)(=O)[NH-] acetoacetamide, potassium salt